(3-fluoro-4-methoxyphenyl)-2-(3,4,5-trimethoxyphenyl)-2H-azepine FC=1C=C(C=CC1OC)C1(N=CC=CC=C1)C1=CC(=C(C(=C1)OC)OC)OC